(S)-tert-butyl (2-methyl-1-(3-methyl-7-morpholino-5-(3-(m-tolyl)-1H-pyrazol-1-yl)-3H-imidazo[4,5-b]pyridin-2-yl)propyl)carbamate CC([C@@H](C1=NC=2C(=NC(=CC2N2CCOCC2)N2N=C(C=C2)C=2C=C(C=CC2)C)N1C)NC(OC(C)(C)C)=O)C